5-(trifluoromethyl)-3,4-dihydroisoquinoline FC(C1=C2CCN=CC2=CC=C1)(F)F